(S)-6-(4-(4-(tert-amyl)phenyl)butan-2-yl)-2-thia-6-azaspiro[3.4]octane 2,2-dioxide C(C)(C)(CC)C1=CC=C(C=C1)CC[C@H](C)N1CC2(CS(C2)(=O)=O)CC1